tri(2-hydroxy-3-methacryloyloxypropyl)amine OC(CN(CC(COC(C(=C)C)=O)O)CC(COC(C(=C)C)=O)O)COC(C(=C)C)=O